1-bromo-2-chloro-3-fluoro-4-nitrobenzene BrC1=C(C(=C(C=C1)[N+](=O)[O-])F)Cl